C(C)(C)(C)C=1C=C(C=C(C1O)C(C)(C)C)OC(CC)=O 3,5-di-tert-butyl-4-hydroxyphenylpropanoate